6-(benzyloxy)-1-(5-bromopyridin-2-yl)-5,7-difluoro-1H-indazole C(C1=CC=CC=C1)OC1=C(C=C2C=NN(C2=C1F)C1=NC=C(C=C1)Br)F